2-(((7-Cyano-4-(4-(trifluoromethoxy)phenyl)benzo[d]thiazol-6-yl)amino)methyl)acrylamide C(#N)C1=C(C=C(C=2N=CSC21)C2=CC=C(C=C2)OC(F)(F)F)NCC(C(=O)N)=C